4-((R)-4-acetyl-2-methylpiperazin-1-yl)-6-(8-oxa-3-azabicyclo[3.2.1]oct-3-yl)pyridazine-3-carbonitrile C(C)(=O)N1C[C@H](N(CC1)C1=C(N=NC(=C1)N1CC2CCC(C1)O2)C#N)C